ClC1=CC=C(COCN2C=NC=C2)C=C1 3-(((4-chlorobenzyl)oxy)methyl)imidazole